ClC=1C=C(C=CC1F)NC(N([C@H](C)C1=CNC(C2=CN=CC=C12)=O)C)=O (R)-3-(3-chloro-4-fluorophenyl)-1-methyl-1-(1-(1-oxo-1,2-dihydro-2,7-naphthyridin-4-yl)ethyl)Urea